C(C)(C)N1C=CC=2C(=NC(=CC21)NC=2SC(=NN2)C)C=2CCN(CC2)C(C=C)=O 1-(4-(1-isopropyl-6-((5-methyl-1,3,4-thiadiazol-2-yl)amino)-1H-pyrrolo[3,2-c]pyridin-4-yl)-3,6-dihydropyridin-1(2H)-yl)prop-2-en-1-one